N-[(3,5-Difluoropyridin-2-yl)methyl]-2-[(3R)-3'-fluoro-3-methyl[1,4'-bipiperidin]-1'-yl]-1,3-thiazole-4-carboxamide FC=1C(=NC=C(C1)F)CNC(=O)C=1N=C(SC1)N1CC(C(CC1)N1C[C@@H](CCC1)C)F